CN(C(OC(C)(C)C)=O)[C@@H](CC1=CC=CC=C1)C=1SC=CN1 tert-butyl (S)-methyl(2-phenyl-1-(thiazol-2-yl)ethyl)carbamate